The molecule is an organophosphate oxoanion obtained by deprotonation of the phosphate OH groups of c-GMP-AMP; major species at pH 7.3. It is a conjugate base of a c-GMP-AMP. C1[C@@H]2[C@H]([C@H]([C@@H](O2)N3C=NC4=C3N=C(NC4=O)N)O)OP(=O)(OC[C@@H]5[C@H]([C@H]([C@@H](O5)N6C=NC7=C(N=CN=C76)N)O)OP(=O)(O1)[O-])[O-]